Fluorofluorocarbon F[C]F